FC1=C(C(=C(C(=C1C)F)F)S(=O)(=O)Cl)F tetrafluoro-p-toluenesulfonyl chloride